2-((1r,4r)-4-(2-(4-(4-(2,4-dioxotetrahydropyrimidin-1(2H)-yl)-1H-indol-1-yl)piperidin-1-yl)-1,1-difluoroethyl)cyclohexyl)-6-methoxy-2H-indazole-5-carboxylic acid O=C1N(CCC(N1)=O)C1=C2C=CN(C2=CC=C1)C1CCN(CC1)CC(F)(F)C1CCC(CC1)N1N=C2C=C(C(=CC2=C1)C(=O)O)OC